(1S,4R)-4-aminocyclopentane-1-carboxylic acid hydrochloride Cl.N[C@@H]1CC[C@@H](C1)C(=O)O